5,7-dichloro-2,3-dihydro-benzofuran ClC=1C=C(C2=C(CCO2)C1)Cl